OC=1C=C(C=CC1)CCC(=O)[O-] 3-(3-hydroxyphenyl)propionate